1-(4-(Aminomethyl)phenyl)piperidin-4-ol NCC1=CC=C(C=C1)N1CCC(CC1)O